C1(CC1)CNC(O[C@H]1[C@H](NC[C@@H]1O)CC1=CC=C(C=C1)OC)=O (2R,3S,4S)-4-hydroxy-2-[(4-methoxyphenyl)methyl]pyrrolidin-3-yl N-(cyclopropylmethyl)carbamate